S(=O)(=O)(O)[O-].[K+].S(=O)(=O)(O)O.N[C@@H](CC1=CNC=N1)C(=O)O L-histidine sulfate potassium hydrogen sulfate